C(CC=C)[C@]1(N/C(/NC(C1)=O)=N\C(OC(C)(C)C)=O)CC tert-butyl (R,E)-(4-(but-3-en-1-yl)-4-ethyl-6-oxotetrahydropyrimidin-2(1H)-ylidene)carbamate